C(#C)C=1SC=C(N1)C(=O)N([C@H]1CN(CCC1)CC(F)(F)F)C1=CC(=CC(=C1)OC)F (R)-2-Ethynyl-N-(3-fluoro-5-methoxyphenyl)-N-(1-(2,2,2-trifluoroethyl)piperidin-3-yl)thiazole-4-carboxamide